C(C=C)(=O)OC[C@@H]1[C@H]2C=C[C@@H](C1)C2 ((1R,2S,4R)-bicyclo[2.2.1]hept-5-en-2-yl)methyl acrylate